ClC=1C=C(C=CC1)C1OP(OCC1)(=O)OC1=C(C=2C=C3C(=NC2C=C1)C1=CC2=C(C(N1C3)=O)COC([C@@]2(O)CC)=O)CN(C)C (4R)-9-((4-(3-chlorophenyl)-2-oxido-1,3,2-dioxaphosphinan-2-yl)oxy)-10-((dimethylamino)methyl)-4-ethyl-4-hydroxy-1H-pyrano[3',4':6,7]indolizino[1,2-b]quinoline-3,14(4H,12H)-dione